O=C1NC(CCC1N1C(C2=CC=C(C=C2C1=O)N([C@@H]1[C@H](CCCCC1)NC)C)=O)=O 2-(2,6-dioxopiperidin-3-yl)-5-(methyl((1S,2S)-2-(methylamino)cycloheptyl)amino)isoindoline-1,3-dione